C=1(C=CC=C2C1C=CC=CC=C2)C=2C=CC=C1C2C=CC=CC=C1 Bibenzocyclooctene